ClC1=CC=C(C=C1)C1C(=C(N(O1)C)C)C=1C=NC=CC1 3-[(3R)-5-(4-chlorophenyl)-2,3-dimethyl-3-isoxazolinyl]pyridine